N,N'-di-[4-(ethanesulfonyloxy)phenyl]urea C(C)S(=O)(=O)OC1=CC=C(C=C1)NC(=O)NC1=CC=C(C=C1)OS(=O)(=O)CC